C(C)(C)(C)OC(=O)N1[C@@H](CCC1)COC[C@@H](C(=O)OC)N(C)C(=O)OCC1=CC=CC=C1 (2S)-2-{[(2S)-2-{[(phenylmethoxy)carbonyl](methyl)amino}-3-methoxy-3-oxopropoxy]Methyl}pyrrolidine-1-carboxylic acid tert-butyl ester